FC=1C(=C(C=CC1F)[C@@H]1[C@H](O[C@@]([C@H]1C)(C(F)(F)F)C)C(=O)NC1=CC([N+](C=C1)=O)C(=O)N)O 4-[[(2S,3R,4S,5S)-3-(3,4-difluoro-2-hydroxy-phenyl)-4,5-dimethyl-5-(trifluoromethyl)tetrahydrofuran-2-carbonyl]amino]-1-oxo-pyridin-1-ium-2-carboxamide